NCCNCCC[Si](OCC)(OCC)OCC N-(2-AMINOETHYL)-3-aminopropyl-triethoxysilane